Cl.NC1CCN(CC1)CC1CCN(CC1)C=1C=C2C(N(C(C2=CC1F)=O)C1C(NC(CC1)=O)=O)=O 5-(4-((4-aminopiperidin-1-yl)methyl)piperidin-1-yl)-2-(2,6-dioxopiperidin-3-yl)-6-fluoroisoindoline-1,3-dione hydrochloride